CC1=C(C(=CC=C1)C)C=1C(=NC(=C(C1C1=C(C=CC=C1)C1=NC(=NC(=N1)C1=CC=CC=C1)C1=CC=CC=C1)C1=CC=C(C=C1)N1C2=CC=CC=C2C=2C=C(C=CC12)C(C)(C)C)C1=C(C=CC=C1C)C)C1=CC=C(C=C1)N1C2=CC=CC=C2C=2C=C(C=CC12)C(C)(C)C 9,9'-((3,6-bis(2,6-dimethylphenyl)-4-(2-(4,6-diphenyl-1,3,5-triazin-2-yl)phenyl)pyridine-2,5-diyl)bis(4,1-phenylene))bis(3-(tert-butyl)-9H-carbazole)